1-(4-((4-((2-fluoro-5-methyl-4-((2-methyl-2H-indazol-6-yl)oxy)phenyl)amino)pyrido[3,2-d]pyrimidin-6-yl)oxy)piperidin-1-yl)prop-2-en-1-one FC1=C(C=C(C(=C1)OC=1C=CC2=CN(N=C2C1)C)C)NC=1C2=C(N=CN1)C=CC(=N2)OC2CCN(CC2)C(C=C)=O